1-benzyl-5-(oct-4-en-4-yl)-6-oxo-1,6-dihydropyridine-3-carboxylate C(C1=CC=CC=C1)N1C=C(C=C(C1=O)C(CCC)=CCCC)C(=O)[O-]